C12CNCC(N(C1)C1=NC=NC3=CC(=C(C=C13)OC)OC)C2 4-(3,6-diazabicyclo[3.2.1]octan-6-yl)-6,7-dimethoxyquinazoline